2-(3-(5'-bromo-2'-fluoro-[1,1'-biphenyl]-4-yl)-2-oxotetrahydropyrimidin-1(2H)-yl)-4-methylthiazole-5-sulfonamide BrC=1C=CC(=C(C1)C1=CC=C(C=C1)N1C(N(CCC1)C=1SC(=C(N1)C)S(=O)(=O)N)=O)F